C(C)(C)(C)OC(=O)N1CC=2C(=NC3=NN=CN3C2C1)N1CCC1 5-Azetidin-1-yl-6,8-dihydro-2,3,4,7,8b-pentaaza-as-indacene-7-carboxylic acid tert-butyl ester